C(#N)[C@H](C[C@H]1C(NCCC1)=O)NC([C@H](CC1CC1)NC(=O)C1=CC=NN1)=O N-((S)-1-(((S)-1-cyano-2-((S)-2-oxopiperidin-3-yl)ethyl)amino)-3-cyclopropyl-1-oxopropan-2-yl)-1H-pyrazole-5-carboxamide